FC1([C@H]2C[C@@H]([C@H]([C@@H](C1)N2)OC)N(C2=CN=C(N=N2)C=2C=C1C=CN=CC1=CC2O)C)F 6-(6-(((1R,2S,3S,5R)-6,6-difluoro-2-methoxy-8-azabicyclo[3.2.1]octan-3-yl)(methyl)amino)-1,2,4-triazin-3-yl)isoquinolin-7-ol